C(=O)(O)C(CCCCNC(=O)C=1C(=NC=CC1)[125I])NC(NC(C(=O)O)CCC(=O)O)=O 2-(3-[1-carboxy-5-[([125I]iodo-pyridine-3-carbonyl)-amino]-pentyl]-ureido)-pentanedioic acid